4-amino-N-methyl-N-((5-(trifluoromethyl)-2-pyridinyl)methyl)-1,3-dihydrofuro[3,4-c][1,7]naphthyridine-8-carboxamide NC1=NC=2C=NC(=CC2C2=C1COC2)C(=O)N(CC2=NC=C(C=C2)C(F)(F)F)C